C(C)(C)(C)NC(N[C@H](C(=O)N1[C@@H]([C@@H]2[C@H](C1)CCC2)C(=O)N[C@H](C(C(=O)NC2CC2)=O)CCC)C(C)(C)C)=O (1S,3aR,6aS)-2-((S)-2-(3-(tert-butyl)ureido)-3,3-dimethylbutanoyl)-N-((S)-1-(cyclopropylamino)-1,2-dioxohexan-3-yl)octahydrocyclopenta[c]pyrrole-1-carboxamide